BrC=1C=NN(C1N)COCC[Si](C)(C)C 4-bromo-1-((2-(trimethylsilyl)ethoxy)methyl)-1H-pyrazole-5-amine